4-[5-[[2-[4-[6-(dimethylamino)pyridin-3-yl]phenyl]-1,3-benzothiazol-6-yl]-[(2-methylpropan-2-yl)oxycarbonyl]amino]pentoxy]phthalic acid CN(C1=CC=C(C=N1)C1=CC=C(C=C1)C=1SC2=C(N1)C=CC(=C2)N(CCCCCOC=2C=C(C(C(=O)O)=CC2)C(=O)O)C(=O)OC(C)(C)C)C